NC=1C(=CC2=C(OCO2)C1)C(=O)OC methyl 6-aminobenzo[d][1,3]dioxolane-5-carboxylate